(R)-2-amino-3-(3-(1-ethyl-1H-imidazol-5-yl)-5-fluorobenzamido)propanoic acid N[C@@H](C(=O)O)CNC(C1=CC(=CC(=C1)F)C1=CN=CN1CC)=O